N-[(4,5-dibromo-3-methyl-2-thienyl)carbonothioyl]valine BrC=1C(=C(SC1Br)C(=S)N[C@@H](C(C)C)C(=O)O)C